CC(=CC1=C(C=C(C=C1)C1=NNC(OC1)=O)OC(F)(F)F)C 5-[4-(2-Methylpropan-1-en-1-yl)-3-(trifluoromethoxy)phenyl]-3,6-dihydro-2H-1,3,4-oxadiazin-2-one